FC=1C(=C(C=C(C1)F)NC(=S)C=1C(NCCC1O)=O)OC(F)F N-[3,5-difluoro-2-(difluoromethoxy)phenyl]-4-hydroxy-2-oxo-1,2,5,6-tetrahydropyridine-3-carbothioamide